tert-butyl ((1r,3r)-3-(2,4-difluorophenoxy)cyclobutyl)carbamate FC1=C(OC2CC(C2)NC(OC(C)(C)C)=O)C=CC(=C1)F